2-{3-[(3S)-3-tert-butylpiperazin-1-yl]-1,2,4-triazin-6-yl}-4-fluoro-5-[1-(2H3)methyl-1H-pyrazol-4-yl]phenol formate C(=O)OC1=C(C=C(C(=C1)C=1C=NN(C1)C([2H])([2H])[2H])F)C1=CN=C(N=N1)N1C[C@@H](NCC1)C(C)(C)C